FC(CN1[C@@H](C=2NC3=CC=CC=C3C2C[C@H]1C)C=1SC(=CN1)CC1CN(C1)CCCF)(C)C 2-((1S,3R)-2-(2-Fluoro-2-methylpropyl)-3-methyl-2,3,4,9-tetrahydro-1H-pyrido[3,4-b]indol-1-yl)-5-((1-(3-fluoropropyl)azetidin-3-yl)methyl)thiazole